N1CC2(C3=NC=CC=C31)CC2 1',2'-dihydrospiro(cyclopropane-1,3'-pyrrolo[3,2-b]pyridine)